dodecyl Ether C(CCCCCCCCCCC)OCCCCCCCCCCCC